C(#C)C=1SC=C(N1)NC(=O)N[C@H](C(N1CCC2(CC1)CCCCC2)=O)CO (S)-1-(2-Ethynylthiazol-4-yl)-3-(3-hydroxy-1-oxo-1-(3-azaspiro[5.5]undecan-3-yl)propan-2-yl)urea